NC=1C=C2C(N(C(=NC2=CC1)CC)CC1CCN(CC1)C1=C(C#N)C=CC=C1)=O 2-[4-[(6-amino-2-ethyl-4-oxo-quinazolin-3-yl)methyl]-1-piperidinyl]benzonitrile